3,6-di(benzyl)-2,5-diketo-[3S,6S]-piperazine C(C1=CC=CC=C1)[C@H]1C(N[C@H](C(N1)=O)CC1=CC=CC=C1)=O